BrC=1C=2N(C=CC1C)C=NC2 8-bromo-7-methylimidazo[1,5-a]pyridine